N-(3-methoxy-5-(4,4,5,5-tetramethyl-1,3,2-dioxaborolan-2-yl)phenyl)acetamide COC=1C=C(C=C(C1)B1OC(C(O1)(C)C)(C)C)NC(C)=O